3'-methyl-4-pentyl-3-(pyrazin-2-yl)-[1,1'-biphenyl]-2,6-diol CC=1C=C(C=CC1)C=1C(=C(C(=CC1O)CCCCC)C1=NC=CN=C1)O